N-[[5-chloro-2-(2-formylphenyl)sulfanyl-3-methyl-phenyl]methyl]carbamic acid 9H-fluoren-9-ylmethyl ester C1=CC=CC=2C3=CC=CC=C3C(C12)COC(NCC1=C(C(=CC(=C1)Cl)C)SC1=C(C=CC=C1)C=O)=O